((1-Acetylpiperidin-4-yl)amino)-N-(3-(3,4-dihydroisoquinolin-2(1H)-yl)-4-hydroxycyclopentyl)pyrimidine-4-Carboxamide C(C)(=O)N1CCC(CC1)NC1=NC=CC(=N1)C(=O)NC1CC(C(C1)O)N1CC2=CC=CC=C2CC1